Cl.FC(C1=NC(=NO1)C1=CC=C(C=C1)CN)(F)F [4-[5-(trifluoromethyl)-1,2,4-oxadiazol-3-yl]phenyl]methylamine hydrochloride